(E)-5-(2-(1H-tetrazol-5-yl)prop-1-en-1-yl)-3-(4-butoxyphenyl)-1,2,4-oxadiazole N1N=NN=C1/C(=C/C1=NC(=NO1)C1=CC=C(C=C1)OCCCC)/C